C(C)(=O)C1=NN(C2=CC=C(C=C12)C=1C=NC(=NC1)C)CC(=O)N1[C@@H]2C[C@@]2(C[C@H]1C(=O)NC1=NC(=CC=C1C=C)Br)COCC=C (1R,3S,5S)-2-(2-(3-acetyl-5-(2-methylpyrimidin-5-yl)-1H-indazol-1-yl)acetyl)-5-((allyloxy)-methyl)-N-(6-bromo-3-vinylpyridin-2-yl)-2-azabicyclo[3.1.0]hexane-3-carboxamide